((3,5-difluoro-4-(3-fluorophenoxy)benzyl)oxy)-3,4-dihydro-1H,9H,11H-3,11a-methanopyrimido[6',1':2,3]imidazo[5,1-c][1,4]oxazin-9-one FC=1C=C(COC2OC3CN4C2(CN2C4=CC=NC2=O)C3)C=C(C1OC1=CC(=CC=C1)F)F